S1C(=NC2=C1C=CC=C2)S(=O)(=O)N2C(=CC1=CC(=CC=C21)Cl)CCCC(=O)O 1-(benzothiazolylsulfonyl)-5-chloro-1H-indole-2-butyric acid